NC(=O)C1=CC=CN1 5-aminocarbonyl-1H-pyrrole